FC(C1=C(CC2(NC3=CC=CC=C3N=C2NC2CCN(CC2)C(=O)OC(C)(C)C)N)C=CC(=C1)C(F)(F)F)(F)F 2-(2,4-bistrifluoromethylbenzyl)-N3-(1-tert-butoxycarbonylpiperidin-4-yl)quinoxaline-2,3-diamine